4-(9,9-difluoro-7-(1H-1,2,3-triazol-4-yl)-9H-fluoren-2-yl)-1H-pyrazole-5-carboxylic acid FC1(C2=CC(=CC=C2C=2C=CC(=CC12)C=1C=NNC1C(=O)O)C=1N=NNC1)F